1-(2-bromo-4-nitrophenyl)-4-methylpiperazine BrC1=C(C=CC(=C1)[N+](=O)[O-])N1CCN(CC1)C